FC(N1N=CC2=CC(=CC=C12)C#N)F 1-(difluoromethyl)indazole-5-carbonitrile